FC=1C=CC2=C(CCO2)C1CNC1=NN=C2N1C=NC=C2C2=CC=CC=1N2C(=CN1)C(=O)O 5-(((5-fluoro-2,3-dihydrobenzofuran-4-yl)methyl)amino-[1,2,4]triazolo[4,3-c]pyrimidin-8-yl)imidazo[1,2-a]pyridine-3-carboxylic acid